COC1=CC=2C(=C3N(CCN(C3)C(CCOCCC)=O)C2N=C1)C 1-(3-(3-methoxy-5-methyl-8,9-dihydropyrido[3',2':4,5]pyrrolo[1,2-a]pyrazin-7(6H)-yl)-3-oxopropoxy)propan